OCCN1N=C(C=C1)C=1C(=CC(=NC1)NC(C)=O)NC1=NC(=CC(=C1)OC(C)C)S(=O)(=O)C N-(5-(1-(2-hydroxyethyl)-1H-pyrazol-3-yl)-4-((4-isopropoxy-6-(methylsulfonyl)pyridin-2-yl)amino)pyridin-2-yl)acetamide